6-(4-formylphenyl)pyridine-3-formaldehyde C(=O)C1=CC=C(C=C1)C1=CC=C(C=N1)C=O